N[C@H]1C[C@@H](CC1)NC1=NC2=CC=C(C=C2C=N1)C1=CC(=C(C=C1)NS(=O)(=O)C1=C(C=CC=C1)Cl)F N-(4-(2-(((1R,3R)-3-aminocyclopentyl)amino)quinazolin-6-yl)-2-fluorophenyl)-2-chlorobenzene-sulfonamide